cerium (4+) germanium (4+) [Ge+4].[Ce+4]